N-(4-(((1r,4r)-4-hydroxy-4-methylcyclohexyl)methylamino)-3-nitrobenzenesulfonyl)benzamide OC1(CCC(CC1)CNC1=C(C=C(C=C1)S(=O)(=O)NC(C1=CC=CC=C1)=O)[N+](=O)[O-])C